C(C1=CC=CC=C1)OC1=C(C=C(C=N1)NC1=CC=CC=C1)C1=C(C=C(C=C1)F)F 6-(Benzyloxy)-5-(2,4-difluorophenyl)-N-phenylpyridin-3-amine